NC=1SC(=CN1)S(=O)(=O)N1C[C@H]([C@H](CC1)NC1=NC=C(C(=N1)C1=CC(=C(S1)C)C#N)C(F)(F)F)C 5-(2-(((3R,4S)-1-((2-aminothiazol-5-yl)sulfonyl)-3-methylpiperidin-4-yl)amino)-5-(trifluoro-methyl)pyrimidin-4-yl)-2-methylthiophene-3-carbonitrile